ClC1=C(C=C(C=C1)Cl)NC(=S)NC1CN(C(C1)=O)C1=C(C=CC=C1)F 1-(2,5-Dichlorophenyl)-3-[1-(2-fluorophenyl)-5-oxopyrrolidin-3-yl]thiourea